3-(((7-(2-aminopyrimidin-4-yl)-2,3-dihydrofuro[3,2-c]pyridin-4-yl)amino)methyl)-N-((1r,5s,6r)-3-oxabicyclo[3.1.0]hexane-6-yl)benzamide NC1=NC=CC(=N1)C=1C2=C(C(=NC1)NCC=1C=C(C(=O)NC3[C@H]4COC[C@@H]34)C=CC1)CCO2